3-(4-{methyl[2-(4-methylphenyl)ethyl]sulfamoyl}phenyl)-1-(pyridin-3-ylmethyl)urea CN(S(=O)(=O)C1=CC=C(C=C1)NC(NCC=1C=NC=CC1)=O)CCC1=CC=C(C=C1)C